4-(butylamino)-2-((2-methoxy-4-(2-oxopyrrolidin-1-yl)phenyl)amino)-7H-pyrrolo[2,3-d]pyrimidine-5-carbonitrile C(CCC)NC=1C2=C(N=C(N1)NC1=C(C=C(C=C1)N1C(CCC1)=O)OC)NC=C2C#N